C(C)(=O)OCC1(C(C1)=C)COC(C)=O (2-methylenecyclopropane-1,1-diyl)bis(methylene) diacetate